methylene-bis-benzotriazolyltetra-methyl-phenol C=CC1=C(C(=C(C(=C1C)C)C)C1=CC=CC=2NN=NC21)OC2=CC=CC=1NN=NC12